N-Boc-2-(3-nitrophenyl)-4,5-dihydro-1H-imidazole C(=O)(OC(C)(C)C)N1C(=NCC1)C1=CC(=CC=C1)[N+](=O)[O-]